ClC1=CC2=C(N(C(N=C2N2[C@H](CN(CC2)C(C=C)=O)C)=O)C2=C(C=CC=C2CC)CC)N=C1C1=CC=CC=C1 6-chloro-1-(2,6-diethylphenyl)-4-((2S)-2-methyl-4-(2-propenoyl)-1-piperazinyl)-7-phenyl-pyrido[2,3-d]pyrimidin-2(1H)-one